CC(C)(C)C=1C=C(C=C(C1O)C(C)(C)C)C(C(=O)OC)C 3,5-bis(1,1-dimethylethyl)-4-hydroxy-phenylpropionic acid, methyl ester